C(C)C1=CC=C(OC2=CC=C(C=C2)C2CCCN3C2=NS(CC3)(=O)=O)C=C1 9-[4-(4-ethylphenoxy)phenyl]-3,4,6,7,8,9-hexahydropyrido[2,1-c][1,2,4]thiadiazine 2,2-dioxide